(2Z,3E)-3-((2-(4-methylpiperazin-1-yl)ethoxy)imino)-2'-oxo-[2,3'-biindolinylidene]-5'-carbonitrile CN1CCN(CC1)CCO\N=C/1\C(\NC2=CC=CC=C12)=C/1\C(NC2=CC=C(C=C12)C#N)=O